1-cyclododecen-1-yl(methyl)silane C1(=CCCCCCCCCCC1)[SiH2]C